3,N5-dimethyl-N5-(5-oxa-spiro[3.5]non-8-yl)-3H-imidazo[4,5-b]pyridine-5,7-diamine CN1C=NC=2C1=NC(=CC2N)N(C2CCOC1(CCC1)C2)C